2-(4-bromo-3-methoxyphenyl)-3,5,7,8-tetrahydro-4H-thiopyrano[4,3-d]pyrimidin-4-one BrC1=C(C=C(C=C1)C=1NC(C2=C(N1)CCSC2)=O)OC